alpha-methyl-naphthalene CC1=CC=CC2=CC=CC=C12